2-(Piperazin-1-yl)-5-(trifluoromethyl)pyrimidine N1(CCNCC1)C1=NC=C(C=N1)C(F)(F)F